N1C(=NC=C1)S(=O)(=O)N1CC(CC1)C(=O)N1CCN(CC1)C1=CC=NC2=CC(=CC=C12)F (1-((1H-imidazol-2-yl)sulfonyl)pyrrolidin-3-yl)(4-(7-fluoroquinolin-4-yl)piperazin-1-yl)methanone